[Si](C1=CC=CC=C1)(C1=CC=CC=C1)(C(C)(C)C)OCC(CN1[C@@H](C=2NC3=CC=CC=C3C2C[C@H]1C)C1=CN=C(S1)N[C@@H]1CN(CCC1)CCCF)(F)F 5-((1S,3R)-2-(3-((tert-butyldiphenylsilyl)oxy)-2,2-difluoropropyl)-3-methyl-2,3,4,9-tetrahydro-1H-pyrido[3,4-b]indol-1-yl)-N-((S)-1-(3-fluoropropyl)piperidin-3-yl)thiazol-2-amine